C(C)(C)(C)OC(=O)N1CCC(CC1)(C(=O)O)CC=1C=NC=CC1 1-(tert-butoxycarbonyl)-4-(pyridin-3-ylmethyl)piperidine-4-carboxylic acid